3-(2-aminoethyl)-1-((3-hydroxycyclobutyl)methyl)pyridine-2(1H)-one NCCC=1C(N(C=CC1)CC1CC(C1)O)=O